3-((4-((2-amino-4-(1-hydroxyhexan-3-ylamino)-6-methylpyrimidin-5-yl)methyl)-3-methoxybenzyl)(2,2-difluoroethyl)amino)propanoic acid NC1=NC(=C(C(=N1)NC(CCO)CCC)CC1=C(C=C(CN(CCC(=O)O)CC(F)F)C=C1)OC)C